C(C=CCCCCC)=O oct-2-enal